C1(CC1)C1=NN=C(C2=CC(=CC=C12)C1=NN(C=C1)C)NC(C)C=1N=NC(=CC1)C 4-Cyclopropyl-7-(1-methyl-1H-pyrazol-3-yl)-N-(1-(6-methylpyridazin-3-yl)ethyl)phthalazin-1-amin